ClC1=C(C=CC=C1)[C@H]1[C@H](CCCC1)N(C([O-])=O)C(CC)OC 1-(2-chlorophenyl)-(S)-1-methoxypropyl-(S)-2-cyclohexylcarbamate